tert-butyl (1-(4-(2-(2-formamidopyridin-3-yl)-5-phenyl-3H-imidazo[4,5-b]pyridin-3-yl)phenyl)azetidin-3-yl)carbamate C(=O)NC1=NC=CC=C1C1=NC=2C(=NC(=CC2)C2=CC=CC=C2)N1C1=CC=C(C=C1)N1CC(C1)NC(OC(C)(C)C)=O